Pyridine-2,5-dicarboxamide N1=C(C=CC(=C1)C(=O)N)C(=O)N